FC(OC1=NC(=C(C(=O)O)C=C1)OC)F 6-(Difluoromethoxy)-2-methoxynicotinic acid